acetic acid dodecylester C(CCCCCCCCCCC)OC(C)=O